CN1C(=NC2=C1C=CC(=C2)C(=O)N2CC(CC2)NC(OC(C)(C)C)=O)C=2N(C1=CC=CC=C1C2)CC2=CC=CC=C2 1,1-dimethylethyl [1-({1-methyl-2-[1-(phenylmethyl)-1H-indol-2-yl]-1H-benzimidazol-5-yl}carbonyl)-3-pyrrolidinyl]carbamate